FC(OC=1C=CC(=C(C1)N1C(C(C2=CC(=CC=C12)C(=O)N[C@]1(CS(CC1)(=O)=O)C)(C)C)=O)F)F 1-[5-(difluoromethoxy)-2-fluoro-phenyl]-3,3-dimethyl-N-[(3R)-3-methyl-1,1-dioxo-thiolan-3-yl]-2-oxo-indoline-5-carboxamide